C1(CC1)C=1N=C(C(=NC1C=1C2=C(C=NC1)N(C=N2)C)C(=O)N)NC2=CC=C(C=C2)CN2CCN(CC2)C 5-cyclopropyl-6-(3-methylimidazo[4,5-c]pyridin-7-yl)-3-[4-[(4-methylpiperazin-1-yl)methyl]anilino]pyrazine-2-carboxamide